CN1N=C(C=C1C)NC1=NC=C(C(=N1)C1=CNC2=C(C=CC=C12)N1C(C2=CC=CC(=C2C1)NC(=O)C1(CC=CC1)C)=O)C N-(2-(3-(2-((1,5-dimethyl-1H-pyrazol-3-yl)amino)-5-methylpyrimidin-4-yl)-1H-indol-7-yl)-1-oxoisoindolin-4-yl)-1-methylcyclopent-3-ene-1-carboxamide